P(=O)([O-])([O-])[O-].[PH4+].[PH4+].[PH4+] Phosphonium phosphate